uranium-cerium [Ce].[U]